O=C1NNC2(CCC2)C=C1C(=O)NC1=C(C=C(C=C1)C(F)(F)F)C1=NC=NC(=C1)C(F)(F)F 7-oxo-N-[4-(trifluoromethyl)-2-[6-(trifluoromethyl)pyrimidin-4-yl]phenyl]-5,6-diazaspiro[3.5]non-8-ene-8-carboxamide